CC=1C=C2C(=CC=C(C2=CC1)OCCCCCCCCCCCC)OCCCCCCCCCCCC 6-methyl-1,4-didodecyloxy-naphthalene